5-(4-((1R,3R,5S)-3-((5-cyclopropyl-3-(2-(trifluoromethoxy)phenyl)isoxazol-4-yl)methoxy)-8-azabicyclo[3.2.1]octan-8-yl)phenyl)isoxazol-3(2H)-one C1(CC1)C1=C(C(=NO1)C1=C(C=CC=C1)OC(F)(F)F)COC1C[C@H]2CC[C@@H](C1)N2C2=CC=C(C=C2)C2=CC(NO2)=O